2H-Indazol N=1NC=C2C=CC=CC12